2-amino-3-methyl-2-pentanol NC(C)(C(CC)C)O